N=1C=C(N2C1C=CC=C2)CO imidazo[1,2-a]pyridin-3-yl-methanol